COC1=CC=C(C=C1)N[C@@H](CC1=CC=CC=C1)CC(=O)O |r| N-(4-methoxyphenyl)-DL-β-homophenylalanine